FC1=CC=C(C=C1)NC(=O)C1(CC1)C(=O)NC1=CC=C(OC2=CC=NC3=CC(=CC=C23)C=2C=NN(C2)C2CCN(CC2)C(=O)OC(C)(C)C)C=C1 tert-Butyl 4-(4-(4-(4-(1-((4-fluorophenyl)carbamoyl)cyclopropane-1-carboxamido)-phenoxy)quinolin-7-yl)-1H-pyrazol-1-yl)piperidine-1-carboxylate